ethyl 2-[(dimethylamino)methyl]-4,8-difluoro-3,5,6,7-tetrahydrocyclopenta[f]benzimidazole-6-carboxylate CN(C)CC=1NC2=C(N1)C(=C1C(=C2F)CC(C1)C(=O)OCC)F